2,4,5-trichloro-6-carbopentoxyphenyl-Oxalat ClC1=C(C(=C(C(=C1)Cl)Cl)C(=O)OCCCCC)OC(C(=O)[O-])=O